rac-tert-butyl-(1S,2S,5S)-2-fluoro-8-aza-bicyclo[3.2.1]octan-3-one C(C)(C)(C)[C@]12[C@@H](C(C[C@H](CC1)N2)=O)F |r|